(t-butyl-catechol), ammonium salt [NH4+].C(C)(C)(C)C1=C(C(O)=CC=C1)O